N1=CN=C(C=C1)C1=C2CCN(C2=CC=C1)C(=O)[C@H]1N(CCC1)C#N (S)-2-(4-(pyrimidin-4-yl)indoline-1-carbonyl)pyrrolidine-1-carbonitrile